3-(4-bromo-3-methoxyphenyl)-5-methylisoxazole BrC1=C(C=C(C=C1)C1=NOC(=C1)C)OC